BrCC1=C(C(=O)OC(C)(C)C)C(=CC=C1F)C1CCC(CC1)(F)F tert-butyl 2-(bromomethyl)-6-(4,4-difluorocyclohexyl)-3-fluorobenzoate